FC1=C(CC2=C(NC=C3N2C(C(=N3)CC=3OC=CC3)=O)C3=C(C(=CC=C3)[N+](=O)[O-])F)C(=CC=C1)F (2,6-difluorobenzyl)-6-(2-fluoro-3-nitrophenyl)-2-(furan-2-ylmethyl)imidazo[1,2-a]pyrazin-3(7H)-one